ClC1=C(OC2=NC=CC=C2C(=O)N)C=CC(=C1)CC(=O)NC=1SC2=C(N1)C=C(C=C2)OC (2-chloro-4-(2-((5-methoxybenzo[d]thiazol-2-yl)amino)-2-oxoethyl)phenoxy)pyridine-3-carboxamide